CC1CCC(CC1)CC2CCCCC2 (1α,4β)-4-methyl-1-(cyclohexylmethyl)cyclohexane